C(C)(=O)OC[C@]12[C@H](O[C@@H]3[C@@H]([C@H]([C@]1([C@@]31OC1)C)OC(C)=O)O)C=C(CC2)C ((2S,2'R,3'R,4'S,5'S,5a'R,9a'R)-4'-acetoxy-3'-hydroxy-5',8'-dimethyl-2',3',4',5',7',9a'-hexahydrospiro[oxirane-2,10'-[2,5]methanobenzo[b]oxepin]-5a'(6'H)-yl)methyl acetate